10-bromo-9,9'-bianthracene BrC1=C2C=CC=CC2=C(C2=CC=CC=C12)C=1C2=CC=CC=C2C=C2C=CC=CC12